N-ethyl-N-methyl-2,6-dimethylpiperidinium bisulfate S([O-])(O)(=O)=O.C(C)[N+]1(C(CCCC1C)C)C